N1=CN=CC2=C1CN(CC2)CC(=O)NC=2C=C(C(=NC2)C)NC(=O)C2=NN=C1N2C=CC(=C1)C=1C=NN(C1)C N-(5-(2-(5,8-dihydropyrido[3,4-d]pyrimidin-7(6H)-yl)acetamido)-2-methylpyridin-3-yl)-7-(1-methyl-1H-pyrazol-4-yl)-[1,2,4]triazolo[4,3-a]pyridine-3-carboxamide